(4-fluorophenyl)biguanidine FC1=CC=C(C=C1)NC(=N)NNC(=N)N